NCCC[Si](OCCOC)(OCCOC)OCCOC gamma-aminopropyltris(2-methoxyethoxy)silane